FC1=C(C(=CC2=C1C[C@@H](CS2)NCCC2(CCCC2)CO)O)N2CC(NS2(=O)=O)=O 5-[(3S)-5-fluoro-7-hydroxy-3-({2-[1-(hydroxymethyl)cyclopentyl]ethyl}amino)-3,4-dihydrO-2H-1-benzothiopyran-6-yl]-1λ6,2,5-thiadiazolidine-1,1,3-trione